3-chloro-2-(2-chloroethoxy)-5-(6-((2-(methylsulfonyl)pyrimidin-4-yl)methoxy)-2,3-dihydro-1H-inden-1-yl)benzonitrile ClC=1C(=C(C#N)C=C(C1)C1CCC2=CC=C(C=C12)OCC1=NC(=NC=C1)S(=O)(=O)C)OCCCl